C1=C(C=CC2=CC=CC=C12)C=1N=C2OC=CN2C1C(=O)N1CCC(CC1)NC(OC(C)(C)C)=O Tert-butyl (1-(6-(naphthalen-2-yl)imidazo[2,1-b]oxazole-5-carbonyl)piperidin-4-yl)carbamate